7-amino-N-[2-(3-amino-4-methoxy-3-methylpyrrolidin-1-yl)-5,6,7,8-tetrahydroquinolin-6-yl]-3-methylthieno[2,3-b]pyrazine-6-carboxamide NC1=C(SC2=NC(=CN=C21)C)C(=O)NC2CC=1C=CC(=NC1CC2)N2CC(C(C2)OC)(C)N